C(=CC)N1NC2=NC(NN=C2C1=O)SC 6-propenyl-3-(methylthio)-5,6-dihydro-3H-pyrazolo[3,4-e][1,2,4]triazin-7-one